SC(CO)(CO)CC 2-mercapto-2-ethyl-1,3-propylene glycol